BrC=1C=C(CNC(C(C)(C)C2=CC=C(C=C2)F)=O)C=CC1C1C(NC(CC1)=O)=O N-(3-bromo-4-(2,6-dioxopiperidin-3-yl)benzyl)-2-(4-fluorophenyl)-2-methylpropanamide